(R)-tert-butyl 4-(3-(diphenylmethyleneamino)-2-ethyl-7-methylpyrazolo[1,5-a]pyrimidin-5-yl)-3-methylpiperazine-1-carboxylate C1(=CC=CC=C1)C(C1=CC=CC=C1)=NC=1C(=NN2C1N=C(C=C2C)N2[C@@H](CN(CC2)C(=O)OC(C)(C)C)C)CC